C(C)S(=O)(=O)C=1C(=NC=C(C1)C=C)C=1N=C2N(C(N(C(=C2)C(F)(F)F)C)=O)C1 2-(3-ethylsulfonyl-5-vinyl-2-pyridyl)-6-methyl-7-(trifluoromethyl)imidazo[1,2-c]pyrimidin-5-one